6-(6-((2,2,6,6-tetramethylpiperidin-4-yl)oxy)pyridazin-3-yl)isoquinoline CC1(NC(CC(C1)OC1=CC=C(N=N1)C=1C=C2C=CN=CC2=CC1)(C)C)C